C1(CCCC1)N1C=CC2=C1N=C(N=C2)NC2=NC=C(C=C2)N2CCNCC2 7-Cyclopentyl-2-(5-piperazin-1-yl-pyridin-2-ylamino)-7H-pyrrolo-[2,3-d]pyrimidin